4-methyl-Phenylisocyanide CC1=CC=C(C=C1)[N+]#[C-]